NC1=NC=C(N=C1I)Cl amino-3-iodo-5-chloropyrazine